2-(benzyloxy)-5-(3-bromophenyl)pyridine C(C1=CC=CC=C1)OC1=NC=C(C=C1)C1=CC(=CC=C1)Br